C(C)OC(=O)C1=C(NC=CC1=O)C 2-methyl-4-oxo-1,4-dihydropyridine-3-carboxylic acid ethyl ester